O1C(NC2=NC=CC=C21)=S Oxazolo[4,5-B]pyridine-2(3H)thione